BrC=1C(=C(OCCCC2=CC=C(C=N2)CC(=O)OC)C=CC1)C methyl 2-[6-[3-(3-bromo-2-methyl-phenoxy)propyl]-3-pyridyl]acetate